C1(CC1)C1=CC(=C(C=C1)C(C)N1C[C@@H](N(C[C@H]1CC)C=1C=2C(N(C(C1)=O)C)=CN(N2)CC#N)CC)OC 2-(7-((2S,5R)-4-(1-(4-cyclopropyl-2-methoxyphenyl)ethyl)-2,5-diethylpiperazin-1-yl)-4-methyl-5-oxo-4,5-dihydro-2H-pyrazolo[4,3-b]pyridin-2-yl)acetonitrile